N-isopropyl-3-methoxybenzamide C(C)(C)NC(C1=CC(=CC=C1)OC)=O